C12CCC(CC1)N2CC(=O)NC=2N=CC1=CC=C(C=C1C2)C2=CN=C(N2C)C 2-(7-azabicyclo[2.2.1]heptan-7-yl)-N-(6-(1,2-dimethyl-1H-imidazol-5-yl)isoquinolin-3-yl)acetamide